C(#N)C1=C(SC2=C1C(CCC2)=O)NC(OC(C)(C)C)=O tert-butyl N-(3-cyano-4-oxo-6,7-dihydro-5H-benzothiophen-2-yl)carbamate